BrCCCCOC1=CC=C(C=C1)C(C=CC=1OC=CC1)=O 1-(4-(4-bromobutoxy)phenyl)-3-(2-furyl)-2-propen-1-one